5-(4-cyclopropylphenyl)-3-ethylsulfonyl-2-[6-trifluoromethyl-triazolo[1,5-a]pyridin-2-yl]pyridine C1(CC1)C1=CC=C(C=C1)C=1C=C(C(=NC1)N1NN2C(C=CC(=C2)C(F)(F)F)=C1)S(=O)(=O)CC